tert-butyl ((1H-pyrazol-4-yl)methyl)-(cyclopropyl)carbamate N1N=CC(=C1)CN(C(OC(C)(C)C)=O)C1CC1